4-(3-((3-(difluoromethoxy)-5-methylpyridin-2-yl)carbamoyl)-3-(2-isopropylphenyl)azetidin-1-yl)-2,2-dimethyl-4-oxobutanoic acid FC(OC=1C(=NC=C(C1)C)NC(=O)C1(CN(C1)C(CC(C(=O)O)(C)C)=O)C1=C(C=CC=C1)C(C)C)F